(5S)-2-[(5-Chloropyridin-3-yl)methyl]-3-oxo-2,3,5,6,7,8-hexahydro[1,2,4]triazolo[4,3-a]pyridin ClC=1C=C(C=NC1)CN1N=C2N(CCCC2)C1=O